COC(=O)[C@@H]1CN(CC[C@H]1NC(=O)C=1N=NN(C1)C1=C(C=C(C=C1)F)F)C1CCCC1 |r| rac-(3R,4R)-1-cyclopentyl-4-{[1-(2,4-difluoro-phenyl)-1H-[1,2,3]triazole-4-carbonyl]-amino}-piperidine-3-carboxylic acid methyl ester